FC(COP1(OCCO1)=O)(F)F 2-trifluoroethoxy-2-oxo-1,3,2-dioxaphospholane